C(C)(C)C([C@](C(=O)O)(C1=CC=C(C=C1)C#C)N)C(C)(C)C.C(=O)(O)C(C=1C(NC(NC1)=O)=O)O 5-(carboxyhydroxy-methyl)uracil Isopropyl-(R)-2-amino-2-(4-ethynylphenyl)-4,4-dimethylpentanoate